FC1=C(C=C(C(=O)O)C=C1)O 4-fluoro-3-hydroxy-benzoic acid